dimethyldioctyl-diglycolamide CC(OC(C(=O)N)(CCCCCCCC)C)(C(=O)N)CCCCCCCC